2-(1-methyl-1H-imidazol-2-yl)-5,6-di(pyridin-3-yl)pyrrolo[2,1-f][1,2,4]triazin-4-ol CN1C(=NC=C1)C1=NN2C(C(=N1)O)=C(C(=C2)C=2C=NC=CC2)C=2C=NC=CC2